(2R,3S)-1,4-Bis(2-morpholinoethylsulfanyl)butan-2,3-diol O1CCN(CC1)CCSC[C@@H]([C@@H](CSCCN1CCOCC1)O)O